2-[(2E)-2-(aminomethyl)-3-fluoroprop-2-en-1-yl]-6-[4-(1,2-oxazol-3-yl)phenyl][1,2,4]triazolo[4,3-a]pyridin-3(2H)-one hydrochloride Cl.NC/C(/CN1N=C2N(C=C(C=C2)C2=CC=C(C=C2)C2=NOC=C2)C1=O)=C\F